methyl 6-fluoro-2-(piperidin-4-yl)-1H-indole-4-carboxylate FC=1C=C(C=2C=C(NC2C1)C1CCNCC1)C(=O)OC